N-(5-iodoquinolin-8-yl)-3-butenamide IC1=C2C=CC=NC2=C(C=C1)NC(CC=C)=O